4'-chloro-4-hydroxyethoxybenzophenone methacrylate C(C(=C)C)(=O)O.ClC1=CC=C(C=C1)C(C1=CC=C(C=C1)OCCO)=O